3-(4,5-dibromo-2-methyl-3,6-dioxo-3,6-dihydropyridazin-1(2H)-yl)propionic acid BrC=1C(N(N(C(C1Br)=O)CCC(=O)O)C)=O